3-amino-2,6-dichloroisonicotinic acid ethyl ester C(C)OC(C1=C(C(=NC(=C1)Cl)Cl)N)=O